(S)-ethyl 8-(2-amino-6-((R)-1-(3'-ethoxy-3-(3-methyl-1H-pyrazol-1-yl)-[1,1'-biphenyl]-4-yl)-2,2,2-trifluoroethoxy)pyrimidin-4-yl)-2,8-diazaspiro[4.5]decane-3-carboxylate NC1=NC(=CC(=N1)N1CCC2(C[C@H](NC2)C(=O)OCC)CC1)O[C@@H](C(F)(F)F)C1=C(C=C(C=C1)C1=CC(=CC=C1)OCC)N1N=C(C=C1)C